COC1=CC2=C(N(C=N2)C2=CC=C(C(=N2)NCCC2=CC=CC=C2)C(=O)O)C=C1OC 6-(5,6-dimethoxybenzimidazol-1-yl)-2-(2-phenylethylamino)pyridine-3-carboxylic acid